di-β-naphthylmethane disulfate S(=O)(=O)(O)OS(=O)(=O)O.C1=C(C=CC2=CC=CC=C12)CC1=CC2=CC=CC=C2C=C1